N-[2-(2,4-dimethylphenyl)-2,2-difluoro-ethyl]-3-[3-(trifluoro-methyl)phenoxy]quinoline-4-carboxamide CC1=C(C=CC(=C1)C)C(CNC(=O)C1=C(C=NC2=CC=CC=C12)OC1=CC(=CC=C1)C(F)(F)F)(F)F